9,9-dipropyl-9H-fluorenone C(CC)C1(C2=CC=CC=C2C=2C=CCC(C12)=O)CCC